BrC=1C(=C(C=CC1Cl)C1=CC=CC=C1)I bromo-4-chloro-2-iodo-biphenyl